IC1=CC=2C(=NC=CC2O1)CC#N 2-(2-iodofuro[3,2-c]pyridin-4-yl)acetonitrile